CC1(CCN(CC1)C=1OC2=C(C=C(C=C2C(C1C)=O)C)[C@@H](C)NC1=C(C=CC=C1)B1OC(C(O1)(C)C)(C)C)C 2-(4,4-dimethyl-1-piperidyl)-3,6-dimethyl-8-[(1R)-1-[2-(4,4,5,5-tetramethyl-1,3,2-dioxaborolan-2-yl)anilino]ethyl]chromen-4-one